CN1C=C(C2=CC=C(C=C12)NC(C=C)=O)C1=NC(=NC=C1)NC1=NNC(=C1)C N-[1-methyl-3-[2-[(5-methyl-1H-pyrazol-3-yl)amino]pyrimidin-4-yl]indol-6-yl]prop-2-enamide